NC=1N=CN(C(C1C(=O)OC)=O)C1=C(C=CC=C1C)Cl methyl 4-amino-1-((S)-2-chloro-6-methylphenyl)-6-oxo-1,6-dihydropyrimidine-5-carboxylate